C(CCC)P(=CC#N)(CCCC)CCCC 2-(tributyl-lambda5-phosphanylidene)acetonitrile